ClC=1C(=C(CSCC(=O)O)C=C(C1CC1=CC(=C(C=C1)O)C(C)C)Cl)F 2-((3,5-dichloro-2-fluoro-4-(4-hydroxy-3-isopropylbenzyl)benzyl)thio)acetic acid